(3S)-3-(4-(3-(3-((2-carboxypropane-2-yl)oxy)phenyl)piperidine-1-carbonyl)-2-cyclohexylphenoxy)pyrrolidine C(=O)(O)C(C)(C)OC=1C=C(C=CC1)C1CN(CCC1)C(=O)C1=CC(=C(O[C@@H]2CNCC2)C=C1)C1CCCCC1